6,6-Dimethyl-5-(2-morpholinoethyl)-5,6-dihydro-4H-thieno[2,3-c]pyrrol-4-one L-tartrate C(=O)(O)[C@H](O)[C@@H](O)C(=O)O.CC1(N(C(C2=C1SC=C2)=O)CCN2CCOCC2)C